(R)-3-ethyl-4-(7-fluoro-3-(4-(5-(methoxymethyl)-2,5-dihydro-1H-pyrrol-3-yl)-1H-imidazol-2-yl)-1H-indazol-6-yl)phenol C(C)C=1C=C(C=CC1C1=CC=C2C(=NNC2=C1F)C=1NC=C(N1)C=1CN[C@H](C1)COC)O